ClC1=C(C(=NC=C1)N1C(C=2N(C=C1)C1=C(C2)CC(C1)(C)C)=O)CF 2-(4-chloro-3-(fluoromethyl)pyridin-2-yl)-7,7-dimethyl-7,8-dihydro-2H-cyclopenta[4,5]Pyrrolo[1,2-a]Pyrazin-1(6H)-one